CN([C@H](CNC(CC(C1(CC1)C(F)(F)F)C1=CC=NC=C1)=O)CC1=CC=C(C=C1)O)C N-((S)-2-(dimethylamino)-3-(4-hydroxyphenyl)propyl)-3-(pyridin-4-yl)-3-(1-(trifluoromethyl)cyclopropyl)propanamide